C(C1=CC=CC=C1)OC(=O)N[C@@H](CCCCNC(OCC1=CC=CC=C1)=O)C(N[C@H](C(NCCCCCC(=O)OCC1=CC=CC=C1)=O)CCCCNC(=O)OCC1=CC=CC=C1)=O benzyl (9S,12S)-9-{[(benzyloxy)carbonyl]amino}-12-(4-{[(benzyloxy)carbonyl] amino} butyl)-3,10,13-trioxo-1-phenyl-2-oxa-4,11,14-triazaicosan-20-oate